ClC1=CC=C(C=C1)C1=CC(=NC(=N1)C=1C=NC=CC1)N1C[C@@H](CC1)C(=O)O (R)-1-(6-(4-chlorophenyl)-2-(pyridin-3-yl)pyrimidin-4-yl)pyrrolidine-3-carboxylic acid